ClC1=CC(=C2C(=N1)N(C=C2)CC#N)C=O (6-chloro-4-formyl-1H-pyrrolo[2,3-b]pyridin-1-yl)acetonitrile